CC1=C(C=C(C(=C1)C)C)C#C 2,4,5-trimethylphenylacetylene